(S)-4-(3-(adamantan-1-yl)-1,2,4-oxadiazol-5-yl)-4-aminobutylcarbamic acid tert-butyl ester C(C)(C)(C)OC(NCCC[C@H](N)C1=NC(=NO1)C12CC3CC(CC(C1)C3)C2)=O